(2R)-7-amino-4-[(5-chloro-2-fluorophenyl)methyl]-2-methyl-3-oxo-2H-1,4-benzoxazine-6-carbonitrile NC1=CC2=C(N(C([C@H](O2)C)=O)CC2=C(C=CC(=C2)Cl)F)C=C1C#N